3-chloro-2-fluoro-4-(trifluoromethyl)benzoic acid ClC=1C(=C(C(=O)O)C=CC1C(F)(F)F)F